m-methylthiobenzyl alcohol CSC=1C=C(CO)C=CC1